FC(C1=CC=C(C=C1)C1(CC1)C(N)=N)(F)F 1-(4-(trifluoromethyl)phenyl)-cyclopropanecarboximidamide